6-[4-[2-[(3-hydroxybicyclo[1.1.1]pentane-1-carbonyl)amino]ethoxy]phenoxy]-1-methyl-indazole-5-carboxamide OC12CC(C1)(C2)C(=O)NCCOC2=CC=C(OC1=C(C=C3C=NN(C3=C1)C)C(=O)N)C=C2